CSC1=CC=C(C=C1)C(C=CC1=C(C(=C(C(=C1OC)C)C(=O)OC(C)(C)C)C)OC)=O 1-[4-methylsulfanyl-phenyl]-3-[3,5-dimethyl-4-tert-butoxycarbonyl-dimethoxyphenyl]prop-2-en-1-one